P(=O)(OCN1C(N(C2=C1C=CC=C2C(F)(F)F)C2CCN(CC2)C(CC=2C=C1C=CC=NC1=CC2)=O)=O)(O)O (2-oxo-3-(1-(2-(quinolin-6-yl)acetyl)piperidin-4-yl)-4-(trifluoromethyl)-2,3-dihydro-1H-Benzo[d]imidazol-1-yl)methyl dihydrogen phosphate